(S)-2-(5-(4-chlorophenyl)-3-(1-methyl-1H-pyrazol-4-yl)-2,6-dioxo-3,6-dihydropyrimidin-1(2H)-yl)-N-(1-hydroxypropan-2-yl)acetamide ClC1=CC=C(C=C1)C1=CN(C(N(C1=O)CC(=O)N[C@H](CO)C)=O)C=1C=NN(C1)C